methylenebis4,4'-cyclohexyl isocyanate C(C1CCC(CC1)N=C=O)C1CCC(CC1)N=C=O